C1(CCC1)N(C1=CN=CC(=N1)CNC(COC1=NC(=NC(=C1)C1=C(C=CC=C1C)C)NS(=O)(=O)C=1C=C(C(=O)O)C=CC1)CC(CC)(C)C)C 3-[[4-[2-[[6-[Cyclobutyl(methyl)amino]pyrazin-2-yl]methylamino]-4,4-dimethyl-hexoxy]-6-(2,6-dimethylphenyl)pyrimidin-2-yl]sulfamoyl]benzoic acid